2-amino-4-((2R)-1-((5-methoxy-7-methyl-1H-indol-4-yl)methyl)-4-(3,3,3-trifluoropropyl)piperazin-2-yl)benzamide NC1=C(C(=O)N)C=CC(=C1)[C@H]1N(CCN(C1)CCC(F)(F)F)CC1=C2C=CNC2=C(C=C1OC)C